O1CC(C1)C1=CC(=C(N1)C1=NC=CC=C1OC(F)(F)F)C(=O)O 5-(oxetan-3-yl)-2-(3-(trifluoromethoxy)pyridin-2-yl)-1H-pyrrole-3-carboxylic acid